(1'S,2'R)-2,6-dihydroxy-N-isopropyl-5'-methyl-4-pentyl-2'-(prop-1-en-2-yl)-1',2',3',4'-tetrahydro-[1,1'-biphenyl]-3-sulfonamide OC1=C(C(=CC(=C1S(=O)(=O)NC(C)C)CCCCC)O)[C@@H]1[C@@H](CCC(=C1)C)C(=C)C